aminoadipic acid C(CC(C(=O)O)N)CC(=O)O